2-((3bS,4aS)-3-cyclopropyl-3b,4,4a,5-tetrahydro-1H-cyclopropa[3,4]cyclopenta[1,2-c]pyrazol-1-yl)acetic acid C1(CC1)C=1C2=C(N(N1)CC(=O)O)C[C@H]1[C@@H]2C1